propenene C=C=C